4,4'-methylenebis(cyclohexane-1-carboxylic acid) C(C1CCC(CC1)C(=O)O)C1CCC(CC1)C(=O)O